FC=1C=C(C(=O)O)C=CC1N(CC1=NC(=CC=C1)C(F)(F)F)C(C)C 3-fluoro-4-(isopropyl-((6-(trifluoromethyl)pyridin-2-yl)methyl)amino)benzoic acid